[4-[[3-(2,3-difluoro-4-methoxyphenyl)imidazo[1,2-a]pyrazin-8-yl]amino]-2-methylphenyl]-[4-[(3R,4S)-3,4-dihydroxypiperidine-3-carbonyl]piperazin-1-yl]methanone FC1=C(C=CC(=C1F)OC)C1=CN=C2N1C=CN=C2NC2=CC(=C(C=C2)C(=O)N2CCN(CC2)C(=O)[C@]2(CNCC[C@@H]2O)O)C